(R)-4-(3-((1-(3-fluorophenyl)-3-(methylamino)propoxy)methyl)phenyl)-1-methyl-1,2,3,4-tetrahydro-5H-benzo[e][1,4]diazepin-5-one FC=1C=C(C=CC1)[C@@H](CCNC)OCC=1C=C(C=CC1)N1CCN(C2=C(C1=O)C=CC=C2)C